7-(3-(methylcarbamoyl)-7-(trifluoromethyl)thieno[3,2-b]pyridin-5-yl)-2,7-diazaspiro[3.5]nonane-2-carboxylic acid oxetan-3-yl ester O1CC(C1)OC(=O)N1CC2(C1)CCN(CC2)C2=CC(=C1C(=N2)C(=CS1)C(NC)=O)C(F)(F)F